3-(5-(((1S,2S)-2-(3-(1,1-dioxidotetrahydro-2H-thiopyran-4-yl)azetidin-1-yl)cyclohexyl)oxy)-1-oxoisoindolin-2-yl)piperidine-2,6-dione O=S1(CCC(CC1)C1CN(C1)[C@@H]1[C@H](CCCC1)OC=1C=C2CN(C(C2=CC1)=O)C1C(NC(CC1)=O)=O)=O